5-(3-(2-fluoroethyl)-2-methyl-3H-imidazo[4,5-b]pyridin-5-yl)-N-(2-methoxyethyl)pyrrolo[2,1-f][1,2,4]triazin-2-amine FCCN1C(=NC=2C1=NC(=CC2)C=2C=CN1N=C(N=CC12)NCCOC)C